ClC=1C=C(C(=O)NCC2(C(C(N(C(C2([2H])[2H])([2H])[2H])CC(NC(C([2H])([2H])[2H])(C([2H])([2H])[2H])C([2H])([2H])[2H])=O)([2H])[2H])([2H])[2H])[2H])C=C(C1)F 3-chloro-5-fluoro-N-[[2,2,3,3,4,5,5,6,6-nonadeuterio-1-[2-oxo-2-[[2,2,2-trideuterio-1,1-bis(trideuteriomethyl)ethyl]amino]ethyl]-4-piperidyl]methyl]benzamide